(2S,4R)-2-formylamino-4-(naphthalene-2-sulfonylamino)pyrrolidine-1-carboxylic acid tert-butyl ester C(C)(C)(C)OC(=O)N1[C@@H](C[C@H](C1)NS(=O)(=O)C1=CC2=CC=CC=C2C=C1)NC=O